1-(4-methoxy-3-(pentyloxy)phenyl)-3-(2-methoxy-4-propionylbenzyl)tetrahydropyrimidin-2(1H)-one COC1=C(C=C(C=C1)N1C(N(CCC1)CC1=C(C=C(C=C1)C(CC)=O)OC)=O)OCCCCC